3-chloro-1-(2-methyl-allyl)-5-nitro-1H-indazole ClC1=NN(C2=CC=C(C=C12)[N+](=O)[O-])CC(=C)C